C(C1=CC=CC=C1)(=O)SCCNC(CCCNC(=O)OC(C)(C)C)=O S-(2-(4-((tert-butoxycarbonyl) amino) butyrylamino) ethyl) thiobenzoate